1-(3-chloro-5-nitropyridin-2-yl)piperazine ClC=1C(=NC=C(C1)[N+](=O)[O-])N1CCNCC1